[Si](C)(C)(C(C)(C)C)OCC(=C)C=1C=NC=C(C1)C1=CC(=C(C=C1)OC(F)F)OCCC 3-((tert-butyl-dimethylsilyloxy)prop-1-en-2-yl)-5-(4-(difluoromethoxy)-3-propoxyphenyl)pyridine